2-{[5-(4-Azetidin-1-yl-quinazolin-6-yl)-thiophen-2-ylmethyl]-amino}-N-[(S)-1-(3,4-difluoro-phenyl)-ethyl]-nicotinamide N1(CCC1)C1=NC=NC2=CC=C(C=C12)C1=CC=C(S1)CNC1=C(C(=O)N[C@@H](C)C2=CC(=C(C=C2)F)F)C=CC=N1